C(CCC)(=O)N[C@@H](CC1=CNC2=CC=CC=C12)C(=O)O butyryl-tryptophan